dihydrooxadiazole C1=CONN1